COCCOC=1C=C(C=CC1)CN (3-(2-methoxyethoxy)phenyl)methanamine